bis(2,3-epoxypropoxy)ethaneN C(C1CO1)OC=COCC1CO1